N,N'-di-[2-(benzenesulfonyloxy)-4-methyl-phenyl]urea C1(=CC=CC=C1)S(=O)(=O)OC1=C(C=CC(=C1)C)NC(=O)NC1=C(C=C(C=C1)C)OS(=O)(=O)C1=CC=CC=C1